CC1=C(C(C=C1)(C)[Pt](C1=CC=CC=C1)C1=CC=CC=C1)C (trimethylcyclopentadienyl)diphenylplatinum